(E)-N-(4-fluorobenzyl)-3-(2-(pyridin-2-yl)vinyl)-1H-indazol-5-amine FC1=CC=C(CNC=2C=C3C(=NNC3=CC2)\C=C\C2=NC=CC=C2)C=C1